CC(C=O)COC1C(=C(CC1)C)CCCCC (±)-2-methyl-3-[(3-methyl-2-pentyl-2-cyclopenten-1-yl)oxy]propanal